acetylene hydrate O.C#C